C(C)(C)(C)OC(=O)N1CC2(C1)CC(C2)CC2=NC(=C(C=C2)C)F 6-((6-fluoro-5-methylpyridin-2-yl)methyl)-2-azaspiro[3.3]Heptane-2-carboxylic acid tert-butyl ester